C(C)N(CCNC(=O)C1=C(NC(=C1C)\C=C\1/C(NC2=CC=C(C=C12)F)=O)C)CC 5-[5-Fluoro-2-oxo-1,2-dihydroindol-(3Z)-ylidenemethyl]-2,4-dimethyl-1H-pyrrole-3-carboxylic Acid (2-Diethylaminoethyl)amide